BrC(C(=O)OCC)C(=O)C1=NC=C(C=C1)F Ethyl 2-bromo-3-(5-fluoropyridin-2-yl)-3-oxopropanoate